4-methoxybenzeneboronic acid COC1=CC=C(C=C1)B(O)O